Cl.N1(CCNCC1)C=1C=CC(=C2C=CNC12)N1C(NC(CC1)=O)=O 1-(7-(piperazin-1-yl)-1H-indol-4-yl)dihydropyrimidine-2,4(1H,3H)-dione hydrochloride